FC=1C=C(C=C(C1O)F)C1=NC=2CCC(C(C2C=C1)=O)(C)C 2-(3,5-difluoro-4-hydroxyphenyl)-6,6-dimethyl-7,8-dihydroquinolin-5(6H)-one